FC1=CC=C(C=C1)NC1=CC=C2C(=CC(NC2=C1)=O)C(F)(F)F 7-((4-fluorophenyl)amino)-4-(trifluoromethyl)quinolin-2(1H)-one